N-(5-(isoquinolin-6-yl)thiazol-2-yl)-2-methylnicotinamide C1=NC=CC2=CC(=CC=C12)C1=CN=C(S1)NC(C1=C(N=CC=C1)C)=O